NC=1C=2O[C@@H](C=3C=C(C=CC3C3=NC=C(C=C3CN3C=NC(=C3C(=CN1)C2)C#N)F)F)C (20R)-23-amino-10,17-difluoro-20-methyl-21-oxa-4,6,12,24-tetraazapentacyclo[20.3.1.02,6.08,13.014,19]hexacosa-1(25),2,4,8,10,12,14(19),15,17,22(26),23-undecaene-3-carbonitrile